(S)-1-(3-(4-amino-7-cyclopropyl-3-((3,5-difluoro-2,6-dimethoxypyridin-4-yl)ethynyl)-1H-pyrazolo[4,3-c]pyridin-1-yl)pyrrolidin-1-yl)prop-2-en-1-one NC1=NC=C(C2=C1C(=NN2[C@@H]2CN(CC2)C(C=C)=O)C#CC2=C(C(=NC(=C2F)OC)OC)F)C2CC2